decane tetra-hydrochloride Cl.Cl.Cl.Cl.CCCCCCCCCC